C(C)C1CN(CCN1CC)C1=CC=CC=2OCCOC21 5-(3,4-diethylpiperazin-1-yl)-2,3-dihydro-1,4-benzodioxine